O1[C@H](COC2=C1C=CC=C2)CN2C[C@@H](CCC2)C2=CC(=CC=C2)C(F)(F)F |o1:13| (S*)-1-[(S)-1-(2,3-dihydrobenzo[1,4]dioxin-2-yl)methyl]-3-(3-trifluoromethyl-phenyl)piperidine